OC[C@@H](C)N1C[C@@H]([C@@H](OCC2=CC=CC=C2C2=CC=CC=C2C1=O)CN(C(=O)NC1=C(C=CC=C1)OC)C)C 1-[[(10R,11S)-13-[(2R)-1-hydroxypropan-2-yl]-11-methyl-14-oxo-9-oxa-13-azatricyclo[13.4.0.02,7]nonadeca-1(19),2,4,6,15,17-hexaen-10-yl]methyl]-3-(2-methoxyphenyl)-1-methylurea